C(C1=CC=CC=C1)OCC=1N(C=2N(C(N=C(C2N1)N1C[C@H](N(C[C@@H]1C)C(=O)OC(C)(C)C)C)=O)CC)CC tert-butyl (2R,5S)-4-(8-((benzyloxy) methyl)-3,9-diethyl-2-oxo-3,9-dihydro-2H-purin-6-yl)-2,5-dimethylpiperazine-1-carboxylate